CC(COC(CCCCCCC(=O)O)=O)CCCCCCC 8-((2-methylnonyl)oxy)-8-oxooctanoic acid